C1(CC1)C=1C=C(C(=C(C1)O)C=1C=2N(C(=NN1)N[C@H]1CN(CCC1)CC(F)(F)F)C=CC2)F 5-cyclopropyl-3-fluoro-2-(4-{[(3R)-1-(2,2,2-trifluoroethyl)piperidin-3-yl]amino}pyrrolo[1,2-d][1,2,4]triazin-1-yl)phenol